(1-methylimidazole-2-carbonyl)-1-(3-quinolinyl)spiro[indolin-3,4'-piperidin]-2-one CN1C(=NC=C1)C(=O)N1CCC2(CC1)C(N(C1=CC=CC=C12)C=1C=NC2=CC=CC=C2C1)=O